FC1(CC(C1)(C(=O)O)C1=CC=C(C=C1)F)F 3,3-difluoro-1-(4-fluorophenyl)cyclobutanecarboxylic acid